tert-butyl-(5RS)-2-(3-chlorobenzyl)-3-oxo-2,3,5,6,7,8-hexahydro[1,2,4]triazolo[4,3-a]pyridine-5-carboxylate C(C)(C)(C)OC(=O)[C@H]1CCCC=2N1C(N(N2)CC2=CC(=CC=C2)Cl)=O |r|